COC(C1=C(C=C(C(=C1)F)C(F)(F)F)Br)=O bromo-5-fluoro-4-(trifluoromethyl)-benzoic acid methyl ester